C1(CC1)C1=NN(C=N1)C1CC2(CN(C2)C(=O)N2CC(C2)C2=NN=C(N2)CC2CC2)C1 (6-(3-cyclopropyl-1H-1,2,4-triazol-1-yl)-2-azaspiro[3.3]heptan-2-yl)(3-(5-(cyclopropylmethyl)-4H-1,2,4-triazol-3-yl)azetidin-1-yl)methanone